Cl.ClC1=C(C=2C(=NSN2)C=C1)NC=1NCCN1 5-chloro-N-(4,5-dihydro-1H-imidazol-2-yl)-2,1,3-benzothiadiazole-4-amine hydrochloride